7-(((trans)-3-aminocyclobutyl)amino)-1-(isopropylamino)-2,6-naphthyridine-3-carbonitrile N[C@@H]1C[C@H](C1)NC1=NC=C2C=C(N=C(C2=C1)NC(C)C)C#N